C(C1=CC=C(C=C1)NC(=O)N1CC1)C1=CC=C(C=C1)NC(=O)N1CC1 N,N'-(Methylendi-p-phenylen)bis(aziridin-1-carboxamid)